2-[(2S)-4-[7-(8-methyl-1-naphthyl)-6,8-dihydro-5H-pyrido[3,4-d]pyrimidin-4-yl]piperazin-2-yl]acetonitrile CC=1C=CC=C2C=CC=C(C12)N1CC=2N=CN=C(C2CC1)N1C[C@@H](NCC1)CC#N